((R)-2-(hydroxymethyl)pyrrolidin-1-yl)methanone OC[C@@H]1N(CCC1)C=O